C(C1=CC=CC=C1)OC=1C=C2CCNC(C2=CC1OC)\C=C\C1=CC=CC=C1 6-(benzyloxy)-7-methoxy-1-[(E)-2-phenylethenyl]-1,2,3,4-tetrahydroisoquinoline